4-ethynyl-1,8-naphthyridine C(#C)C1=CC=NC2=NC=CC=C12